ClC1=C(C=C2C=C(N=CC2=C1)NC(=O)C=1C=NN(C1)C)C1CCN(CC1)[C@H]1COC[C@H]1O N-(7-chloro-6-(1-((3S,4S)-4-hydroxytetrahydrofuran-3-yl)piperidin-4-yl)isoquinolin-3-yl)-1-methyl-1H-pyrazole-4-carboxamide